NC1=C(C(=C(C#N)C=C1C1=CC(=NC=C1)F)F)Br 4-amino-3-bromo-2-fluoro-5-(2-fluoropyridin-4-yl)benzonitrile